[Si](C)(C)(C(C)(C)C)OCC=1N=C(SC1C(=O)OCC)CC ethyl 4-(((tert-butyldimethylsilyl)oxy)methyl)-2-ethylthiazole-5-carboxylate